C1(CCC1)N1C=CC=C1 N-cyclobutylpyrrole